(S)-4-(4-(3-bromo-2-methylphenoxy)phenyl)pentan-1-ol BrC=1C(=C(OC2=CC=C(C=C2)[C@H](CCCO)C)C=CC1)C